3,6-diphenylhex-5-ynnitrile bis(4-aminophenyl)-[1,1'-biphenyl]-4,4'-dicarboxylate NC1=CC=C(C=C1)OC(=O)C1=CC=C(C=C1)C1=CC=C(C=C1)C(=O)OC1=CC=C(C=C1)N.C1(=CC=CC=C1)C(CC#N)CC#CC1=CC=CC=C1